methyl 5-(propane-1-yn-1-yl)-1H-indazole-7-acetate C(#CC)C=1C=C2C=NNC2=C(C1)CC(=O)OC